BrC1=CC=CC(=N1)NC(=NO)NC=1C=NN(C1)C 1-(6-bromopyridin-2-yl)-2-hydroxy-3-(1-methyl-1H-pyrazol-4-yl)guanidine